1-(2,4-Dimethoxybenzyl)-3-(furan-2-ylmethyl)-2,4-dimethylazetidine COC1=C(CN2C(C(C2C)CC=2OC=CC2)C)C=CC(=C1)OC